(R)-1-(3-(aminomethyl)-5-(trifluoromethyl)pyridin-2-yl)-4-(tert-butoxycarbonyl)piperazine-2-carboxylic acid NCC=1C(=NC=C(C1)C(F)(F)F)N1[C@H](CN(CC1)C(=O)OC(C)(C)C)C(=O)O